N,N'-dicyclohexyl-4,4-cyclohexane-dicarboxamide C1(CCCCC1)NC(=O)C1(CCCCC1)C(=O)NC1CCCCC1